C(C)O[Si]1(OC(CN(C1)C)=O)OCC 2,2-diethoxy-4-methyl-1-oxa-4-aza-2-silacyclohexan-6-one